O=C1NC(CCC1N1C(C2=CC=C(C=C2C1=O)N1CC(C1)OC1CCN(CC1)C=1C(=C(C(=O)N)C=CC1)NC1CCOCC1)=O)=O 4-((1-(2-(2,6-dioxopiperidin-3-yl)-1,3-dioxoisoindolin-5-yl)azetidin-3-yl)oxy)piperidin-1-yl-2-((tetrahydro-2H-pyran-4-yl)amino)benzamide